BrC1=CC=C(C(=O)C=2/C(/C(N3C2NCC3)(C3=CC=CC=C3)O)=C/3\C(OC2=CC=C(C=C2C3=O)Cl)=O)C=C1 (E)-3-(7-(4-bromobenzoyl)-5-hydroxy-5-phenyl-2,3-dihydro-1H-pyrrolo[1,2-a]imidazole-6(5H)-ylidene)-6-chlorochroman-2,4-dione